2-[2-[2-[2-[2,3-bis[8-(1-butylheptoxy)-8-oxo-octoxy] propoxy] ethoxy]ethoxy] ethoxy]ethyl 1,4-dimethylpiperidine-4-carboxylate CN1CCC(CC1)(C(=O)OCCOCCOCCOCCOCC(COCCCCCCCC(OC(CCCCCC)CCCC)=O)OCCCCCCCC(=O)OC(CCCCCC)CCCC)C